FC=1C(=C(C=C(C1)C(F)(F)F)O)C1=C2C(=C(N=N1)N[C@H]1C[C@H](CCC1)O)C=NC=C2 3-fluoro-2-[4-[[(1r,3s)-3-hydroxycyclohexyl]amino]pyrido[3,4-d]pyridazin-1-yl]-5-(trifluoromethyl)phenol